thiobutyryl-lysine C(CCC)(=S)N[C@@H](CCCCN)C(=O)O